N-(1-(2-(5-fluoro-1H-indol-3-yl)ethyl)-4-(methoxymethyl)piperidin-4-yl)-N-phenylbutyramide FC=1C=C2C(=CNC2=CC1)CCN1CCC(CC1)(COC)N(C(CCC)=O)C1=CC=CC=C1